methyl (2S,3S)-3-[2-(3,4-dimethylbenzoyl)-3,4-dihydro-1H-isoquinolin-7-yl]-3-(1-ethyl-4-methyl-benzotriazol-5-yl)-2-methyl-propanoate CC=1C=C(C(=O)N2CC3=CC(=CC=C3CC2)[C@H]([C@@H](C(=O)OC)C)C2=C(C3=C(N(N=N3)CC)C=C2)C)C=CC1C